C(C)(C)NC1=NC(=CC2=C1N=C(N=C2)S(=O)(=O)C)C#N 8-(isopropylamino)-2-(methylsulfonyl)pyrido[3,4-d]pyrimidine-6-carbonitrile